chloro-1'-[(1-phenylpyrazol-4-yl)methyl]spiro[1H-isobenzofuran-3,4'-piperidine]-1-carboxamide ClC1N(CCC2(C1)OC(C1=CC=CC=C12)C(=O)N)CC=1C=NN(C1)C1=CC=CC=C1